C(#N)C=1C=C(C=CC1)C=1N=C(SC1C1=CC(=NC(=C1)C)C)NC(=O)N1C[C@H]2N(CC1)CCC2 (8aS)-N-[4-(3-Cyanophenyl)-5-(2,6-dimethyl-4-pyridyl)thiazol-2-yl]-3,4,6,7,8,8a-hexahydro-1H-pyrrolo[1,2-a]pyrazin-2-carboxamid